(R,E)-methyl 4-(tert-butoxycarbonylamino)pent-2-enoate C(C)(C)(C)OC(=O)N[C@@H](/C=C/C(=O)OC)C